BrC=1C=CC=C2C=CN(C(C12)=O)CC(=O)NCC(F)(F)F 2-(8-bromo-1-oxoisoquinolin-2(1H)-yl)-N-(2,2,2-trifluoroethyl)acetamide